Cl.COC1=CC=C(CN2N=CC=3CNCCC32)C=C1 1-(4-methoxybenzyl)-4,5,6,7-tetrahydro-1H-pyrazolo[4,3-c]pyridine hydrochloride